(4-(2-hydroxypropan-2-yl)phenyl)boronic acid OC(C)(C)C1=CC=C(C=C1)B(O)O